ClC1=NC=C(C(=N1)NC1=CC(=C(C=C1)Cl)OC(C)C)C 2-Chloro-N4-[4-chloro-3-isopropoxyphenyl]-5-methylpyrimidine-4-amine